(4-chloro-3-(hydroxymethyl)pyridin-2-yl)-7,7-dimethyl-3,4,7,8-tetrahydro-2H-cyclopenta[4,5]pyrrolo[1,2-a]pyrazin ClC1=C(C(=NC=C1)C1=C2N(CCN1)C=1C(=C2)CC(C1)(C)C)CO